5-(Difluoromethoxy)-2-(4-{[(3R)-1-methylpiperidin-3-yl]amino}-7,8-dihydro-5H-pyrano[3,4-d]pyridazine-1-yl)phenol dihydrochloride Cl.Cl.FC(OC=1C=CC(=C(C1)O)C1=C2C(=C(N=N1)N[C@H]1CN(CCC1)C)COCC2)F